NC1=C(C(=CC=C1)Cl)N1C(CCCC1)=O 1-(2-amino-6-chloro-phenyl)piperidin-2-one